FC1(CC(CC1)C1=NC2=NC=NC(=C2N1)NC(CC1=CC(=CC(=C1)C=1C=NN(C1)C)F)=O)F N-(8-(3,3-difluorocyclopentyl)-7H-purin-6-yl)-2-(3-fluoro-5-(1-methyl-1H-pyrazol-4-yl)phenyl)acetamide